(S)-3-methyl-1-oxo-1-((S)-2-((S)-1-phenyl-2-(pyridin-2-yl)ethylcarbamoyl)pyrrolidin-1-yl)butan-2-ylcarbamic acid tert-butyl ester C(C)(C)(C)OC(N[C@H](C(N1[C@@H](CCC1)C(N[C@@H](CC1=NC=CC=C1)C1=CC=CC=C1)=O)=O)C(C)C)=O